methyl 6-[8-(1,3-benzothiazol-2-ylcarbamoyl)-3,4-dihydro-1H-isoquinolin-2-yl]-3-bromo-pyridine-2-carboxylate S1C(=NC2=C1C=CC=C2)NC(=O)C=2C=CC=C1CCN(CC21)C2=CC=C(C(=N2)C(=O)OC)Br